C12(CC3CC(CC(C1)C3)C2)C(=O)N2CCC(CC2)(O)COC2=C3CCC(NC3=C(C=C2)F)=O 5-((1-((3r,5r,7r)-adamantane-1-carbonyl)-4-hydroxypiperidin-4-yl)methoxy)-8-fluoro-3,4-dihydroquinolin-2(1H)-one